C(C=C)(=O)OCCCCCCCCC[Si](OC)(OC)CCC acryloyloxynonylpropyl-dimethoxysilane